3-(4,4-Dimethyl-1-oxo-1,2,3,4-tetrahydroisoquinolin-6-yl)-N-(6-(4-methylpiperazin-1-yl)pyridin-3-yl)-1H-pyrrolo[2,3-b]pyridine-5-carboxamide CC1(CNC(C2=CC=C(C=C12)C1=CNC2=NC=C(C=C21)C(=O)NC=2C=NC(=CC2)N2CCN(CC2)C)=O)C